1-(2-methoxyphenyl)-1-ethanol COC1=C(C=CC=C1)C(C)O